hexadecyl-fluorononanol C(CCCCCCCCCCCCCCC)C(CCCCCCCC)(O)F